trans-3-(2-amino-2-oxoethyl)-N-(2-(difluoromethoxy)-6-methoxypyridin-3-yl)-1-(2-isopropylphenyl)cyclobutane-1-carboxamide NC(CC1CC(C1)(C(=O)NC=1C(=NC(=CC1)OC)OC(F)F)C1=C(C=CC=C1)C(C)C)=O